FC(C(=O)N1CCOCC1)(F)C=1C=C(C(=O)NC2=CC(=C(C=C2)F)F)C=CC1F 3-(1,1-difluoro-2-morpholino-2-oxoethyl)-N-(3,4-difluorophenyl)-4-fluorobenzamide